3-(5-Ethyl-2-methoxyphenylsulfonamido)benzo[d]isoxazole-7-carbonyl chloride C(C)C=1C=CC(=C(C1)S(=O)(=O)NC1=NOC2=C1C=CC=C2C(=O)Cl)OC